5-chloro-3-isopropyl-N-(quinolin-3-ylmethyl)pyrazolo[1,5-a]pyrimidin-7-amine ClC1=NC=2N(C(=C1)NCC=1C=NC3=CC=CC=C3C1)N=CC2C(C)C